3-((Dimethylamino)methyl)-4-oxopiperidine-1-carboxylic acid tert-butyl ester C(C)(C)(C)OC(=O)N1CC(C(CC1)=O)CN(C)C